(R)-6-(4-fluorophenyl)-4-hydroxy-1-(2-(2-methylmorpholino)ethyl)-2-oxo-N-(spiro[2.3]hexan-5-yl)-1,2-dihydro-1,8-naphthyridine-3-carboxamide FC1=CC=C(C=C1)C=1C=C2C(=C(C(N(C2=NC1)CCN1C[C@H](OCC1)C)=O)C(=O)NC1CC2(CC2)C1)O